tert-butyl (R)-3-((4-(2-hydroxy-4-(trifluoromethyl)phenyl)-6,7-dihydro-5H-cyclopenta[d]pyridazin-1-yl)amino)piperidine-1-carboxylate OC1=C(C=CC(=C1)C(F)(F)F)C=1C2=C(C(=NN1)N[C@H]1CN(CCC1)C(=O)OC(C)(C)C)CCC2